[Ti].C(C)(C)C1=C(C(=CC=C1)C(C)C)O 2,6-diisopropyl-phenol titanium